FC=1C=C(CNC2=NC=C(C(=N2)NC2=CC=CC=C2)C(=O)N)C=CC1 2-(3-fluorobenzylamino)-4-(phenylamino)pyrimidine-5-carboxamide